2-(1-hydroxy-n-propyl)-1,4,5,8-tetramethoxynaphthalene OC(CC)C1=C(C2=C(C=CC(=C2C(=C1)OC)OC)OC)OC